androst-4-en-17b-ol-3-one C[C@]12CC[C@H]3[C@H]([C@@H]1CC[C@H]2O)CCC4=CC(=O)CC[C@]34C